FC1=C(C=O)C=CC=C1 2-fluoro-benzaldehyde